N-(4-((3S,5R)-3-amino-5-methylpiperidin-1-yl)pyridin-3-yl)-2,2',6,6'-tetrafluoro-4'-methoxy-[1,1'-biphenyl]-3-carboxamide dihydrochloride Cl.Cl.N[C@@H]1CN(C[C@@H](C1)C)C1=C(C=NC=C1)NC(=O)C=1C(=C(C(=CC1)F)C1=C(C=C(C=C1F)OC)F)F